4-((9-cyclopentyl-7,7-difluoro-5-methyl-6-oxo-6,7,8,9-tetrahydro-5H-pyrimido[4,5-b][1,4]diazepin-2-yl)amino)-5-ethoxy-2-fluorobenzoic Acid C1(CCCC1)N1C2=C(N(C(C(C1)(F)F)=O)C)C=NC(=N2)NC2=CC(=C(C(=O)O)C=C2OCC)F